FC=1C=C(C=CC1F)[C@H]1[C@@H](CN(C1)CCOC)NC(=O)NC1=C(C(=NN1C1=CC=CC=C1)C1=NN(N=C1)C)C 1-((3s,4r)-4-(3,4-difluorophenyl)-1-(2-methoxyethyl)pyrrolidin-3-yl)-3-(4-methyl-3-(2-methyl-2H-1,2,3-triazol-4-yl)-1-phenyl-1H-pyrazol-5-yl)urea